Fmoc-Propyl bromide C(=O)(OCC1C2=CC=CC=C2C2=CC=CC=C12)CCCBr